P(OCCCCCCCCCC)(OCCCCCCCCCC)OC1=CC=CC=C1 din-decyl monophenyl phosphite